Acetic acid 3-[4-(2,4-dimethyl-phenyl)-5-ethyl-thiazol-2-yl]-2-oxo-2H-chromen-7-yl ester CC1=C(C=CC(=C1)C)C=1N=C(SC1CC)C=1C(OC2=CC(=CC=C2C1)OC(C)=O)=O